BrC=1C=CC2=C(N(C(O2)=O)C)C1C 5-bromo-3,4-dimethylbenzo[d]oxazol-2(3H)-one